C(C)(C)(C)C=1C=NN(C1)C1=CC=C(C=N1)S(=O)(=O)NC=1C(=CC=C2C=NN(C12)C)OC 6-(4-(TERT-BUTYL)-1H-PYRAZOL-1-YL)-N-(6-METHOXY-1-METHYL-1H-INDAZOL-7-YL)PYRIDINE-3-SULFONAMIDE